C12(CC3CC(CC(C1)C3)C2)C=2C=C(C=CC2OCOC)[Si](C)(C)C (3-(1-adamantyl)-4-(methoxymethoxy)phenyl)trimethylsilane